4-(piperidin-4-yl)-N-(quinolin-8-yl)picolinamide hydrochloride Cl.N1CCC(CC1)C1=CC(=NC=C1)C(=O)NC=1C=CC=C2C=CC=NC12